rac-N-((4R,5R)-3-(azidomethyl)-7-ethyl-4-(4-fluorophenyl)-6-oxo-1-phenyl-4,5,6,7-tetrahydro-1H-pyrazolo[3,4-b]pyridin-5-yl)-3-(trifluoromethyl)benzamide N(=[N+]=[N-])CC1=NN(C=2N(C([C@@H]([C@@H](C21)C2=CC=C(C=C2)F)NC(C2=CC(=CC=C2)C(F)(F)F)=O)=O)CC)C2=CC=CC=C2 |r|